CC1=C(C=NC=2OCCNC21)N2CC=1N=C(N=CC1CC2)NC=2C=CC(=C(C(=O)OC)C2)C2CCN(CC2)C methyl 5-[(7-{8-methyl-1H,2H,3H-pyrido[2,3-b][1,4]oxazin-7-yl}-5H,6H,7H,8H-pyrido[3,4-d]pyrimidin-2-yl)amino]-2-(1-methylpiperidin-4-yl)benzoate